(2S,4R)-1-((S)-2-amino-3,3-dimethylbutyryl)-N-((S)-1-(2'-chloro-[1,1'-biphenyl]-4-yl)ethyl)-4-hydroxypyrrolidine-2-carboxamide N[C@H](C(=O)N1[C@@H](C[C@H](C1)O)C(=O)N[C@@H](C)C1=CC=C(C=C1)C1=C(C=CC=C1)Cl)C(C)(C)C